4-(10H-phenoxazin-10-yl)-N-phenylaniline C1=CC=CC=2OC3=CC=CC=C3N(C12)C1=CC=C(NC2=CC=CC=C2)C=C1